COC(=O)C12CC(C1)(C2)\C=C\C.FC=2C(=C(C=CC2F)C2CCN(CC2)C(=O)C=2C1=C(NN2)CNC1)C(F)(F)F (4-(3,4-difluoro-2-(trifluoromethyl)phenyl)piperidin-1-yl)(1,4,5,6-tetrahydropyrrolo[3,4-c]pyrazol-3-yl)methanone methyl-(E)-3-(prop-1-en-1-yl)bicyclo[1.1.1]pentane-1-carboxylate